OCC=1N=C(SC1)C=1N(C(=NN1)C(C)(C)O)CC1=CC=C(C=C1)OC 2-(5-(4-(hydroxymethyl)thiazol-2-yl)-4-(4-methoxybenzyl)-4H-1,2,4-triazol-3-yl)-propan-2-ol